barium naphthoate C1(=CC=CC2=CC=CC=C12)C(=O)[O-].[Ba+2].C1(=CC=CC2=CC=CC=C12)C(=O)[O-]